BrC=1C=CC=C2C(=CC=NC12)N1C(N(C(CC1)=O)CC1=CC=C(C=C1)OC)=O 1-(8-bromo-4-quinolyl)-3-[(4-methoxyphenyl)methyl]hexahydropyrimidine-2,4-dione